2-[2-oxo-6-(3,3,3-trifluoro-1-propynyl)-1-azepanyl]butanamide O=C1N(CC(CCC1)C#CC(F)(F)F)C(C(=O)N)CC